C(C1=C(C(=CC(=C1)C(CC(C)(C)C)(C)C)N1N=C2C(=N1)C=CC=C2)O)C2=C(C(=CC(=C2)C(CC(C)(C)C)(C)C)N2N=C1C(=N2)C=CC=C1)O 2,2'-methylenebis[4-(1,1,3,3-tetramethylbutyl)-6-(2H-benzo[d]triazol-2-yl)phenol]